2-(3-fluorophenyl)-6-methoxy-3,4-dihydro-isoquinolin-1(2H)-one FC=1C=C(C=CC1)N1C(C2=CC=C(C=C2CC1)OC)=O